ClS(=O)(=O)C=1C=C(CN2CC3=CC=CC=C3C2)C=CC1C 2-(3-chlorosulfonyl-4-methylbenzyl)-1H-isoindole